(((tert-butyldiphenylsilyl)oxy)methyl)-3-oxoazepane-1,4-dicarboxylate [Si](C1=CC=CC=C1)(C1=CC=CC=C1)(C(C)(C)C)OCOC(=O)N1CC(C(CCC1)C(=O)[O-])=O